F[Yb](F)(F)(F)(F)(F)(F)F octafluoroytterbium